5-chloro-2-(6-fluoro-1,2,3,4-tetrahydronaphthalen-1-yl)-4-(trifluoromethyl)benzoic acid methyl ester COC(C1=C(C=C(C(=C1)Cl)C(F)(F)F)C1CCCC2=CC(=CC=C12)F)=O